NC=1C=2N(C=CN1)C(=NC2C2=CC=C(CNC(C1=C(C=CC(=C1)F)OC)=O)C=C2)C2=CC(=C(C=C2)N2CCNCC2)OC N-(4-(8-amino-3-(3-methoxy-4-(piperazin-1-yl)phenyl)imidazo[1,5-a]pyrazin-1-yl)benzyl)-5-fluoro-2-methoxybenzamide